C(C=C)(=O)OC(C(=O)O)CCCC acryloyloxyhexanoic acid